Cl.C1(CCCCCO1)=O caprolactone hydrochloride